1-((3S,5R)-1-acryloyl-5-(methoxymethyl)pyrrolidin-3-yl)-3-((1-methyl-1H-indazol-4-yl)ethynyl)-5-(methylamino)-1H-pyrazole-4-carboxamide C(C=C)(=O)N1C[C@H](C[C@@H]1COC)N1N=C(C(=C1NC)C(=O)N)C#CC1=C2C=NN(C2=CC=C1)C